4-(3-fluoro-4-methylbenzyl)-1-(3-fluoro-5-methoxypyridin-2-yl)-3-(oxetan-3-yl)piperazine-2,5-dione FC=1C=C(CN2C(C(N(CC2=O)C2=NC=C(C=C2F)OC)=O)C2COC2)C=CC1C